tert-butyl pyrrolidin-3-ylcarbamate N1CC(CC1)NC(OC(C)(C)C)=O